(±)-trans-benzyl 2-(4-(methoxycarbonyl)phenyl)-4-(pyridin-2-yl)piperidine-1-carboxylate COC(=O)C1=CC=C(C=C1)[C@@H]1N(CC[C@H](C1)C1=NC=CC=C1)C(=O)OCC1=CC=CC=C1 |r|